C(N)(=O)[C@@H]1CC[C@H](CC1)NC(OC(C)(C)C)=O tert-butyl (trans-4-carbamoylcyclohexyl)carbamate